5-[(5-{3-Methoxy-5-[(3-methylazetidine-3-yl)methoxy]pyridin-4-yl}-1H-pyrazole-3-yl)amino]pyrazine-2-carbonitrile COC=1C=NC=C(C1C1=CC(=NN1)NC=1N=CC(=NC1)C#N)OCC1(CNC1)C